ClC1=C2C(=NC(=C1)C(=O)OC)C(CO2)(C)C methyl 7-chloro-3,3-dimethyl-2H-furo[3,2-b]pyridine-5-carboxylate